CCC(CC(C)O)O 5-methyl-2,4-pentanediol